(3S)-3-(4-chlorophenyl)-3-(1-(4-chlorophenyl)-7-fluoro-1-hydroxy-5-((S)-1-hydroxy-1-(tetrahydro-2H-pyran-4-yl)propyl)-3-oxoisoindolin-2-yl)propionic acid ethyl ester C(C)OC(C[C@H](N1C(C2=C(C=C(C=C2C1=O)[C@](CC)(C1CCOCC1)O)F)(O)C1=CC=C(C=C1)Cl)C1=CC=C(C=C1)Cl)=O